[F-].[Th+4].[F-].[F-].[F-] Thorium fluorid